C(=O)O.CC1=CC(=NC=C1N([C@@H]1CNCC1)C)S(=O)(=O)NC=1N=CSC1 (S)-4-methyl-5-(methyl-(pyrrolidin-3-yl)amino)-N-(thiazol-4-yl)pyridine-2-sulfonamide formate salt